C(C)(C)(C)C1=CC2=C(N(C(=N2)C2=NC=CC(=C2CO)Cl)C)C=C1 (2-(5-(tert-butyl)-1-methyl-1H-benzo[d]imidazol-2-yl)-4-chloropyridin-3-yl)methanol